FC=1C=C2C(=CC1)NC(C21CCN(CC1)CCOC1=CC2=C(N(C=N2)C2CC(C2)(C)O)C(=C1)F)=O 5-fluoro-1'-(2-{7-fluoro-1-[(cis)-3-hydroxy-3-methylcyclobutyl]-1H-1,3-benzimidazol-5-yloxy}ethyl)spiro[indoline-3,4'-piperidin]-2-one